N-(4-((2-(1,1-difluoroethyl)-6-methylpyrimidin-4-yl)amino)-5-(5-methyl-4,5,6,7-tetrahydrothiazolo[4,5-c]pyridin-2-yl)pyridin-2-yl)acetamide FC(C)(F)C1=NC(=CC(=N1)NC1=CC(=NC=C1C=1SC2=C(CN(CC2)C)N1)NC(C)=O)C